BrCCOC1=CC=C(CBr)C=C1 4-(2-bromoethoxy)benzyl bromide